C(C1=CC=CC=C1)OC=1N=C(C2=C(N1)C(=C(N=C2)Cl)F)N2CC1CCC(C2)N1C(=O)OC(C)(C)C tert-butyl 3-[2-(benzyloxy)-7-chloro-8-fluoropyrido[4,3-d]pyrimidin-4-yl]-3,8-diazabicyclo[3.2.1]octane-8-carboxylate